CC1(OC=2C=CC=C(C2CC1)O)C 2,2-Dimethylchroman-5-ol